(3R)-1-(2-(((3S,4S)-4-(difluoromethyl)-1,3-dimethylpiperidin-3-yl)methoxy)-7-((Sa)-8-ethynyl-7-fluoro-3-hydroxynaphthalene-1-yl)-6,8-difluoroquinazolin-4-yl)-3-methylpiperidin-3-ol FC([C@@H]1[C@](CN(CC1)C)(C)COC1=NC2=C(C(=C(C=C2C(=N1)N1C[C@@](CCC1)(O)C)F)C1=CC(=CC2=CC=C(C(=C12)C#C)F)O)F)F